ClC=1C(=C2N=C(N=C3C2=C(OC(C2C4CCC(CN32)N4C(=O)[O-])COCOC)N1)SC)F 2-chloro-1-fluoro-5-((methoxymethoxy)methyl)-12-(methylthio)-5a,6,7,8,9,10-hexahydro-5H-4-oxa-3,10a,11,13,14-pentaaza-6,9-methanonaphtho[1,8-ab]heptalene-14-carboxylate